CC1=C(C(=CC=C1)C)C1=NC(=NC(=C1)OC[C@@H](CC(C)C)NC1CC2(CC2)C1)NS(=O)(=O)C1=CN=CC(=N1)C(=O)O 6-[[4-(2,6-Dimethylphenyl)-6-[(2R)-4-methyl-2-(spiro[2.3]hexan-5-ylamino)pentoxy]pyrimidin-2-yl]sulfamoyl]pyrazine-2-carboxylic acid